tert-butyl (1-(3-chloro-4-(2,6-dioxopiperidin-3-yl)phenyl)azetidin-3-yl)carbamate ClC=1C=C(C=CC1C1C(NC(CC1)=O)=O)N1CC(C1)NC(OC(C)(C)C)=O